C=1(C(=CC=CC1)S(=O)(=O)[O-])C(C)C.[Na+] sodium cumensulphonate